C1(CC1)C1=NC(=CC(=C1C(=O)NCC1=CC(=C(C=C1)F)COC)C)N1CCOCC1 2-Cyclopropyl-N-[[4-fluoro-3-(methoxymethyl)-phenyl]-methyl]-4-methyl-6-morpholin-4-yl-pyridine-3-carboxylic acid amide